CC1=C(C(=O)O)C=CC(=C1)[C@H](C)NC(=O)C1(CC2(C1)CCC2)NC(=O)OC(C)(C)C.[Si](C)(C)(C(C)(C)C)C2=C1C(=C(C(C1=C1C(=C2)C=CC=C1)O)O)O TBDMSbenzindentriol Methyl-4-[(1S)-1-[[2-(tert-butoxycarbonylamino)spiro[3.3]heptane-2-carbonyl]amino]ethyl]benzoate